4-(6,6-difluoro-2-(4-fluorophenyl)-4,5,6,7-tetrahydropyrazolo[1,5-a]pyridin-3-yl)-5-fluoro-1H-pyrazolo[3,4-b]pyridine FC1(CCC=2N(C1)N=C(C2C2=C1C(=NC=C2F)NN=C1)C1=CC=C(C=C1)F)F